3-((2-aminophenyl)thio)-5-bromo-N-(3-(triethoxysilyl)propyl)-1H-indole-2-carboxamide NC1=C(C=CC=C1)SC1=C(NC2=CC=C(C=C12)Br)C(=O)NCCC[Si](OCC)(OCC)OCC